2-(4-{[(1R,2R)-2-hydroxycyclohexyl]amino}-5,6,8,9-tetrahydrooxepino[4,5-d]pyridazin-1-yl)-5-(trifluoroMethyl)phenol O[C@H]1[C@@H](CCCC1)NC=1C2=C(C(=NN1)C1=C(C=C(C=C1)C(F)(F)F)O)CCOCC2